[Na+].S(=O)([O-])[O-].[Ir+3].S(=O)([O-])[O-] iridium sulfite sodium salt